1,1-bis[4-bis(4-tolyl)aminophenyl]cyclohexane C1(=CC=C(C=C1)N(C1=CC=C(C=C1)C1(CCCCC1)C1=CC=C(C=C1)N(C1=CC=C(C=C1)C)C1=CC=C(C=C1)C)C1=CC=C(C=C1)C)C